(1-(5-(ethylsulfanyl)-3,6-dimethoxypyridin-2-yl)butan-2-yl)carbamic acid tert-butyl ester C(C)(C)(C)OC(NC(CC1=NC(=C(C=C1OC)SCC)OC)CC)=O